methyl (S)-2-amino-3-(4-((tert-butyldimethylsilyl)oxy)phenyl)-2-methylpropanoate N[C@](C(=O)OC)(CC1=CC=C(C=C1)O[Si](C)(C)C(C)(C)C)C